tert-butyl N-[[4-[6-[(E)-4-[4-[4-(2,6-dibenzyloxy-3-pyridyl)phenyl]phenyl]but-3-enyl]pyrrolo[2,1-f][1,2,4]triazin-4-yl]-2-methyl-phenyl]methyl]carbamate C(C1=CC=CC=C1)OC1=NC(=CC=C1C1=CC=C(C=C1)C1=CC=C(C=C1)/C=C/CCC=1C=C2C(=NC=NN2C1)C1=CC(=C(C=C1)CNC(OC(C)(C)C)=O)C)OCC1=CC=CC=C1